S(=O)(=O)(O)C1=CC=C(C)C=C1.S(=O)(=O)(O)C1=CC=C(C)C=C1.N1=CC=C(C=C1)COCC#CCN 4-(Pyridin-4-ylmethoxy)but-2-yn-1-amine ditosylate